N,N,4-trimethyl-5-(1-((3-methylisothiazol-5-yl)sulfonyl)piperidin-4-yl)pyridin-2-amine CN(C1=NC=C(C(=C1)C)C1CCN(CC1)S(=O)(=O)C1=CC(=NS1)C)C